CN1N=CC(=C1)Cl 1-methyl-4-chloro-pyrazol